NC1=C2N=CN(C2=NC=N1)[C@H]1[C@@H]([C@@H]([C@H]2[C@@H](C=CC[C@@H]12)O)O)O (1R,2S,3R,3aR,7R,7aR)-3-(6-amino-9H-purin-9-yl)-2,3,3a,4,7,7a-hexahydro-1H-indene-1,2,7-triol